N1N=CC2=CC(=CC=C12)NC1=NC(=NC=C1C1=NC(=NO1)C)NC1=CC2=C(C(OC2(C)C)=O)C=C1 5-({4-[(1H-indazol-5-yl)amino]-5-(3-methyl-1,2,4-oxadiazol-5-yl)pyrimidin-2-yl}amino)-3,3-dimethyl-1,3-dihydro-2-benzofuran-1-one